silver(I) trifluoromethanethiol FC(S)(F)F.[Ag+]